FC1=CC=C(C=N1)C#CC(=O)NNC1=NC=CN=C1 3-(6-fluoropyridin-3-yl)-N'-(pyrazin-2-yl)prop-2-ynhydrazide